[Pd](Cl)Cl.C(C)(C)(C)P[C-]1C=CC=C1.[C-]1(C=CC=C1)PC(C)(C)C.[Fe+2] 1,1'-di-t-butylphosphino-ferrocene palladium dichloride